NC1=C(C(=O)NOC)C=C(C(=C1)F)F 2-amino-4,5-difluoro-N-methoxybenzamide